C1(=CC=C(C=C1)COC1=CC(=NS1)C(=O)O)C1=CC=CC=C1 5-([1,1'-biphenyl]-4-ylmethoxy)isothiazole-3-carboxylic acid